C(#N)C1=C(C=CC=C1NC(=O)C=1SC=2CNCCC2N1)C1=C(C(=CC=C1)OC)F N-(2-Cyano-2'-fluoro-3'-methoxybiphenyl-3-yl)-4,5,6,7-tetrahydro[1,3]thiazolo[5,4-c]pyridin-2-carboxamid